COCCN(CC[C@@H](C(=O)O)NC1=CN(C2=CC=CC=C12)C)CCCCC1=NC=2NCCCC2C=C1 (S)-4-((2-methoxyethyl)(4-(5,6,7,8-tetrahydro-1,8-naphthyridin-2-yl)butyl)amino)-2-((1-methyl-1H-indol-3-yl)amino)butanoic acid